3-benzyl-6-(3-ethylbenzyl)-2,3,4,6-tetrahydropyrido[3,4-c][1,8]naphthyridin-5(1H)-one C(C1=CC=CC=C1)N1CC=2C(N(C=3N=CC=CC3C2CC1)CC1=CC(=CC=C1)CC)=O